C(CCC)N1C(=CC(C(=C1)OCC1=CC=CC=C1)=O)CO 1-butyl-2-hydroxymethyl-5-(benzyloxy)-pyridin-4-one